methyl 2,2-diazido-4-(4-fluorobenzyl)-3-oxohept-6-enoate N(=[N+]=[N-])C(C(=O)OC)(C(C(CC=C)CC1=CC=C(C=C1)F)=O)N=[N+]=[N-]